C([C@H](O)C)(=O)OC(C)C R-(+)-isopropyl lactate